tert-butyl 4-formyl-3-iodo-indazole-1-carboxylate C(=O)C1=C2C(=NN(C2=CC=C1)C(=O)OC(C)(C)C)I